CC1=C(OC2=C(C=C(C=C2C1=O)C)[C@@H](C)NC1=C(C=CC=C1)C(SCC1=NC=CC=C1)=O)C1=CC=CC=C1 S-(2-Pyridylmethyl) 2-[[(1R)-1-(3,6-dimethyl-4-oxo-2-phenyl-chromen-8-yl)ethyl]amino]benzenecarbothioate